(R)-7-chloro-6-(1-isopropylpiperidin-4-yl)-2-methyl-N-(1-(2-methyl-3-(trifluoromethyl)phenyl)ethyl)pyrido[2,3-d]pyrimidin-4-amine ClC=1C(=CC2=C(N=C(N=C2N[C@H](C)C2=C(C(=CC=C2)C(F)(F)F)C)C)N1)C1CCN(CC1)C(C)C